tert-butyl 4-(3-(trifluoromethyl)styryl)piperidine-1-carboxylate FC(C=1C=C(C=CC2CCN(CC2)C(=O)OC(C)(C)C)C=CC1)(F)F